CC1(CCCCC1)CC(=O)O (1-methylcyclohexyl)acetic acid